N-(3-isobutylphenyl)-3-methyl-5-oxo-1-phenyl-4,5-dihydro-1H-pyrazole-4-carboxamide C(C(C)C)C=1C=C(C=CC1)NC(=O)C1C(=NN(C1=O)C1=CC=CC=C1)C